C(C=C)C(N(C1=NN=NC=C1)N)C(=O)N allyl-aminotriazinyl-glycinamide